2-hydroxy-3-phenylphenylethoxypropyl acrylate C(C=C)(=O)OCCCOCCC1=C(C(=CC=C1)C1=CC=CC=C1)O